benzyl ((1r,4r)-4-(2-oxoimidazolidin-1-yl)cyclohexyl)carbamate O=C1N(CCN1)C1CCC(CC1)NC(OCC1=CC=CC=C1)=O